(R)-5-fluoro-3-((1-(prop-2-yn-1-yl)pyrrolidin-2-yl)methyl)-1H-indole FC=1C=C2C(=CNC2=CC1)C[C@@H]1N(CCC1)CC#C